ClCC=1N(C2=CC=CC(=C2C1)C(F)(F)F)C(=O)OC(C)(C)C tert-butyl 2-(chloromethyl)-4-(trifluoromethyl)-1H-indole-1-carboxylate